FC1=C(O[C@@H]2[C@@H]([C@@]3([C@@H](CN(C3)C[C@@H](C=3C=C4C(=CN3)N(C=C4)S(=O)(=O)C4=CC=C(C)C=C4)O)C2)O)O)C=CC=C1 (3aS,4S,5S,6aR)-5-(2-fluorophenoxy)-2-((S)-2-hydroxy-2-(1-tosyl-1H-pyrrolo[2,3-c]pyridin-5-yl)ethyl)hexahydrocyclopenta[c]pyrrole-3a,4(1H)-diol